1H,2H,3H,4H,5H,6H-pyrrolo[3,4-c]pyrrole-2-carboxylate C1N(CC2=C1CNC2)C(=O)[O-]